FC(C(=O)NC1=C(C=C2C=NN(C2=C1)COCC[Si](C)(C)C)F)(F)F 2,2,2-trifluoro-N-(5-fluoro-1-((2-(trimethylsilyl)ethoxy)methyl)-1H-indazol-6-yl)acetamide